N-[{5-[2-(dimethylcarbamoyl)phenyl]-4-fluoro-1H-benzimidazol-2-yl}(spiro[2.5]oct-7-yl)methyl]-3-ethylisoxazole-4-carboxamide CN(C(=O)C1=C(C=CC=C1)C1=C(C2=C(NC(=N2)C(NC(=O)C=2C(=NOC2)CC)C2CCCC3(CC3)C2)C=C1)F)C